C(C(O)(C1=CC=CC=C1)C1=CC=CC=C1)(=O)N benzilic acid, amide